C(C)(C)N1C(C=CC1=O)=O 1-isopropyl-1H-pyrrole-2,5-dione